(R)-4-amino-N-(5-(azetidin-2-yl)pyridin-3-yl)-1-(2,6-dichloro-4-methoxyphenyl)-6-oxo-1,6-dihydropyrimidine-5-carboxamide NC=1N=CN(C(C1C(=O)NC=1C=NC=C(C1)[C@@H]1NCC1)=O)C1=C(C=C(C=C1Cl)OC)Cl